magnesium phenethyl alcohol salt C(CC1=CC=CC=C1)O.[Mg]